OC1N(C(N(C1C)C)=O)C1=NC=CC(=C1)C(F)(F)F hydroxy-1,5-dimethyl-3-[4-(trifluoromethyl)-2-pyridyl]imidazolidin-2-one